Dimethoxy(methyl)(benzocyclobutenyl)silane tert-Butyl-3-hydroxy-5-methyl-3,6-dihydropyridine-1(2H)-carboxylate C(C)(C)(C)OC(=O)N1CC(C=C(C1)C)O.CO[Si](C1=CC2=C1C=CC=C2)(C)OC